ClC1=C(C=CC2=C1C(=NCC(N2C)=O)C2=C(C=CC(=C2)O)F)C 6-chloro-5-(2-fluoro-5-hydroxy-phenyl)-1,7-dimethyl-3H-1,4-benzodiazepin-2-one